C(CCCCC)NC(\C=C\C(=O)O)=O N-n-hexyl-fumaric acid amide